N1=C(C=CC=C1)S=P([O-])([O-])[O-] pyridylthiophosphate